2,5-bis(1H-imidazo[4,5-f][1,10]phenanthroline-2-yl)thiophene N1C(=NC2=C3C=CC=NC3=C3N=CC=CC3=C21)C=2SC(=CC2)C=2NC=1C(=C3C=CC=NC3=C3N=CC=CC13)N2